O=C1NC(CCC1N1C(C2=CC=CC(=C2C1)CN1CCN(CC1)C1=CC(=C(C=C1C)NC1=NC=C(C(=C1)NC1=C(C(=O)NC)C=CC=C1)C(F)(F)F)OC(C)C)=O)=O 2-((2-((4-(4-((2-(2,6-dioxopiperidin-3-yl)-1-oxoisoindolin-4-yl)methyl)piperazin-1-yl)-2-isopropoxy-5-methylphenyl)amino)-5-(trifluoromethyl)pyridin-4-yl)amino)-N-methylbenzamide